ClC=1C=C2C(=NC(=NC2=C(C1C1=C2C=NNC2=CC=C1C)OC1CC1)OCCN(C)C)N1CCN(CC1)C(=O)OC(C)(C)C tert-butyl 4-(6-chloro-8-cyclopropoxy-2-(2-(dimethylamino)ethoxy)-7-(5-methyl-1H-indazol-4-yl)quinazolin-4-yl)piperazin-1-carboxylate